C(C)(C)(C)C1=C(C(=CC(=C1)C1=C2N(C3=CC=CC(=C13)OC)C=C(C=C2)C)C(C)(C)C)O 2,6-di-tert-butyl-4-(1-methoxy-7-methylpyrido[1,2-a]indol-10-yl)phenol